S1C=NC2=C1C=CC(=C2)C(C)O 1-(1,3-benzothiazol-5-yl)ethanol